N-methyl-2-(4-(4-(3-(pyridin-2-yl)-1H-pyrazol-4-yl)pyridin-2-yl)phenoxy)ethane-1-amine hydrochloride Cl.CNCCOC1=CC=C(C=C1)C1=NC=CC(=C1)C=1C(=NNC1)C1=NC=CC=C1